FC(C)(F)C1=NC(=CC(=N1)NC1=CC(=NC=C1OCC12OCC(C1)(C2)C)NC(C)=O)C N-(4-((2-(1,1-difluoroethyl)-6-methylpyrimidin-4-yl)amino)-5-(((1s,4s)-4-methyl-2-oxabicyclo[2.1.1]hexan-1-yl)methoxy)pyridin-2-yl)acetamide